C1(CCCC1)C(=O)NC1=NC=CC(=C1)C1=C(C=C(C(=O)N([C@H](C)C2=CC=CC=C2)C)C=C1)[N+](=O)[O-] (R)-4-(2-(cyclopentanecarboxamido)pyridin-4-yl)-N-methyl-3-nitro-N-(1-phenylethyl)benzamide